COC1=CC=C(C=C1)C(OCC12OC(C(OC1)C2O)N2C(N=C(C(=C2)C)NC(C2=CC=CC=C2)=O)=O)(C2=CC=CC=C2)C2=CC=C(C=C2)OC N-[1-(1-{[bis(4-methoxyphenyl)(phenyl)methoxy]Methyl}-7-hydroxy-2,5-dioxabicyclo[2.2.1]Hept-3-yl)-5-methyl-2-oxo-1,2-dihydropyrimidin-4-yl]Benzamide